N-(2-((tert-butyldimethylsilyl)oxy)ethyl)-1-(3-(hydroxymethyl)phenyl)-N-methylmethanesulfonamide [Si](C)(C)(C(C)(C)C)OCCN(S(=O)(=O)CC1=CC(=CC=C1)CO)C